7-Ethyl-4-(4-fluoro-3-(3-(4-fluoro-1-methylpiperidin-4-yl)-8-methoxy-[1,2,4]triazolo[4,3-a]pyridin-7-yl)phenyl)-7H-imidazo[4,5-c]pyridazine C(C)N1C=NC2=C1N=NC=C2C2=CC(=C(C=C2)F)C2=C(C=1N(C=C2)C(=NN1)C1(CCN(CC1)C)F)OC